L-2-oxo-4-thiazolidinecarboxylic acid O=C1N[C@H](C(=O)O)CS1